3-(((6-hydroxy-5'-methyl-4-pentyl-2'-(prop-1-en-2-yl)-1',2',3',4'-tetrahydro-[1,1'-biphenyl]-2-yl)oxy)(methoxy)phosphoryl)propyl acetate C(C)(=O)OCCCP(=O)(OC)OC1=C(C(=CC(=C1)CCCCC)O)C1C(CCC(=C1)C)C(=C)C